5-bromo-2,4-dimethyloxazole BrC1=C(N=C(O1)C)C